C1(=CC=CC=C1)CCC1=CC=C(C=C1)[C@H](C)NC(=O)O[C@@H](C(=O)OC(C)C)CN1N=CN=C1 propan-2-yl (2R)-2-({[(1S)-1-[4-(2-phenylethyl)phenyl]ethyl]carbamoyl}oxy)-3-(1H-1,2,4-triazol-1-yl)propanoate